6-(1-(3-Chloropyridin-2-yl)-3-(trifluoromethyl)-1H-pyrazol-5-carboxamido)-5-methyl-N-(2,2,2-trifluoroethyl)pyrazolo[1,5-a]pyridin-7-carboxamid ClC=1C(=NC=CC1)N1N=C(C=C1C(=O)NC=1C(=CC=2N(C1C(=O)NCC(F)(F)F)N=CC2)C)C(F)(F)F